ClC=1C=CC(=NC1)CCC1=CC=C2C(=N1)SC(=N2)N 5-(2-(5-chloropyridin-2-yl)ethyl)thiazolo[5,4-b]pyridin-2-amine